ClC1=NC(=CC(=N1)NC1=NNC(=C1)C1CCC1)Cl 2,6-dichloro-N-(5-cyclobutyl-1H-pyrazol-3-yl)pyrimidin-4-amine